3-[2-(4-chloro-3-methylphenyl)cyclopropyl]-1-methyl-1-[(3R)-1-[(3R)-oxolane-3-carbonyl]piperidin-3-yl]urea ClC1=C(C=C(C=C1)C1C(C1)NC(N([C@H]1CN(CCC1)C(=O)[C@H]1COCC1)C)=O)C